C1(=CC=CC=C1)P(=O)(C1=CC=CC=C1)C1=C(C(=O)O)C=CC(=C1)C(=O)O 2-(diphenylphosphoryl)terephthalic acid